N[C@@H](CCCCN)C(=O)O.NCCNCCNCCNCCNCCN pentaethylenehexamine lysine salt